C(C)N1C[C@@H](CCC1)NC=1C(N(C(=NN1)C1=C(C=C(C=C1)C(F)(F)F)O)C)=O 6-[[(3R)-1-ethyl-3-piperidinyl]amino]-3-[2-hydroxy-4-(trifluoromethyl)phenyl]-4-methyl-1,2,4-triazin-5-one